CNC(=O)C1=NC(=NC=C1)NC1CCC(CC1)OS(=O)(=O)C methanesulfonic acid [4-[[4-(methylcarbamoyl) pyrimidin-2-yl] amino] cyclohexyl] ester